(8-fluoro-6-(2-((cis-3-methoxycyclobutyl)amino)-7H-pyrrolo[2,3-d]pyrimidin-5-yl)imidazo[1,2-a]pyridin-3-yl)methanol FC=1C=2N(C=C(C1)C1=CNC=3N=C(N=CC31)N[C@@H]3C[C@@H](C3)OC)C(=CN2)CO